triiso-propylsilane C(C)(C)[SiH](C(C)C)C(C)C